1-(2-cyclopropyl-4-fluorophenyl)-3-(6-methoxy-2-methylpyridin-3-yl)-2,3-dihydroquinazolin-4(1H)-one C1(CC1)C1=C(C=CC(=C1)F)N1CN(C(C2=CC=CC=C12)=O)C=1C(=NC(=CC1)OC)C